1-(4-Fluorophenyl)-4-((6bR,10aS)-3-methyl-d3-2,3,6b,7,10,10a-hexahydro-1H-pyrido[3',4':4,5]pyrrolo[1,2,3-de]quinoxalin-8(9H)-yl)butan-1-one p-toluenesulfonate CC1=CC=C(C=C1)S(=O)(=O)O.FC1=CC=C(C=C1)C(CCCN1C[C@@H]2[C@@H](N3CCN(C=4C=CC=C2C34)C([2H])([2H])[2H])CC1)=O